(2,2-difluoroacetyl)-4-((2,5-dioxo-3-phenylimidazolidin-1-yl)methyl)-3-fluorobenzohydrazide FC(C(=O)C1=C(C(=O)NN)C=CC(=C1F)CN1C(N(CC1=O)C1=CC=CC=C1)=O)F